2-(hydroxymethyl)propane-1,3-diyl bis(4,4-bis(((Z)-oct-5-en-1-yl)oxy)butanoate) C(CCC\C=C/CC)OC(CCC(=O)OCC(COC(CCC(OCCCC\C=C/CC)OCCCC\C=C/CC)=O)CO)OCCCC\C=C/CC